(S)-5-Bromo-N-(tetrahydrofuran-3-yl)pyridineamide BrC=1C=CC(=NC1)C(=O)N[C@@H]1COCC1